3-hydroxy-2,7-naphthalenedicarboxylic acid OC=1C(=CC2=CC(=CC=C2C1)C(=O)O)C(=O)O